N1(CCCCC=C1)C(=O)Cl tetrahydro-1H-azepine-1-carbonyl chloride